acetoxybutenolide C(C)(=O)OC=1C(=O)OCC1